1-(4-iodophenyl)-4-methylpiperazine IC1=CC=C(C=C1)N1CCN(CC1)C